2-(6-Chloro-benzothiazol-2-ylamino)-1-methyl-1H-benzoimidazole-5-carboxylic acid methyl ester COC(=O)C1=CC2=C(N(C(=N2)NC=2SC3=C(N2)C=CC(=C3)Cl)C)C=C1